C(\C=C\CC\C=C\CC)=O TRANS,TRANS-2,6-NONADIENAL